4-benzyloxy-piperidine hydrochloride Cl.C(C1=CC=CC=C1)OC1CCNCC1